N4,N4''-di([1,1'-biphenyl]-4-yl)-N4,N4''-diphenyl-[1,1':4',1''-terphenyl]-4,4''-diamine C1(=CC=C(C=C1)N(C1=CC=C(C=C1)C1=CC=C(C=C1)C1=CC=C(C=C1)N(C1=CC=CC=C1)C1=CC=C(C=C1)C1=CC=CC=C1)C1=CC=CC=C1)C1=CC=CC=C1